FC1(C(C1)N(C=1C2=C(N=C(N1)OC[C@]13CCCN3C[C@@H](C1)F)C(=C(N=C2)C2=CC(=CC1=CC=C(C(=C21)C#C)F)O)F)C)F 4-(4-((2,2-difluorocyclopropyl)(methyl)amino)-8-fluoro-2-(((2R,7aS)-2-fluorotetrahydro-1H-pyrrolizin-7a(5H)-yl)methoxy)pyrido[4,3-d]pyrimidin-7-yl)-5-ethynyl-6-fluoronaphthalen-2-ol